O1C(=NC=C1)C1=NC(=NN1)N 5-(Oxazol-2-yl)-1H-1,2,4-triazol-3-amine